[Cl-].C(CCC)N1C(N(C=C1)C)C L-1-butyl-2,3-dimethylimidazole chloride